(4-bromo-1H-pyrrol-2-yl)-N-(2,4-dimethoxybenzyl)methylamine BrC=1C=C(NC1)N(CC1=C(C=C(C=C1)OC)OC)C